methyl 2-({4-[2-(4-chloro-2-fluorophenyl)-2-methyl-1,3-benzodioxol-4-yl] piperidin-1-yl} methyl)-1-[2-(dimethylamino) ethyl]-1H-benzimidazole-6-carboxylate ClC1=CC(=C(C=C1)C1(OC2=C(O1)C=CC=C2C2CCN(CC2)CC2=NC1=C(N2CCN(C)C)C=C(C=C1)C(=O)OC)C)F